NC1=C(C=C(C(=O)N[C@H](C(=O)N2[C@@H](CCC2)C(=O)N[C@@H]2[C@@H](OC(C2)=O)OCC)C(C)(C)C)C=C1)Cl (2S)-1-[(2S)-2-[(4-amino-3-chlorobenzoyl)amino]-3,3-dimethylbutanoyl]-N-[(2R,3S)-2-ethoxy-5-oxooxolan-3-yl]pyrrolidine-2-carboxamide